NC=1N=NC(=CC1N1C[C@H](C(CC1)(F)F)C1=C(C=C(C(=O)OC)C=C1)C)Cl |r| rac-Methyl 4-(1-(3-amino-6-chloropyridazin-4-yl)-4,4-difluoropiperidin-3-yl)-3-methylbenzoate